ClC=1C=C(C=NC1)CNC1=C2N=CN(C2=NC(=N1)C#CC)[C@@H]1SCCC1 (2R)-2-[6-[(5-chloro-3-pyridyl)methylamino]-2-prop-1-ynyl-purin-9-yl]tetrahydrothiophen